2-[4-trimethylsilylphenyl]ferrocene C[Si](C1=CC=C(C=C1)C=1[CH-]C=CC1)(C)C.[CH-]1C=CC=C1.[Fe+2]